Benzyl (1-(5-bromobenzo[d]oxazol-2-yl)-2,2-dicyclopropylethyl)carbamate BrC=1C=CC2=C(N=C(O2)C(C(C2CC2)C2CC2)NC(OCC2=CC=CC=C2)=O)C1